Allyl 6-(piperazin-1-yl)pyridazine-3-carboxylate N1(CCNCC1)C1=CC=C(N=N1)C(=O)OCC=C